7,7-dimethyl-4-(4-oxo-6-(2-propanyl)-1,4-dihydro-2-pyridinyl)-2-(2-(2-propenoyl)-2,6-diazaspiro[3.4]octan-6-yl)-7,8-dihydro-5H-pyrano[4,3-b]pyridine-3-carbonitrile CC1(CC2=NC(=C(C(=C2CO1)C=1NC(=CC(C1)=O)C(C)C)C#N)N1CC2(CN(C2)C(C=C)=O)CC1)C